3-(1-methylpyrazol-4-yl)-N-(3-pyridin-4-ylpropyl)quinoxalin-6-amine CN1N=CC(=C1)C=1C=NC2=CC=C(C=C2N1)NCCCC1=CC=NC=C1